S1C2=C(C=C1)C(=CC=C2)C2=CC=C(S2)C(CC(=O)OC)=O Methyl 3-(5-(benzo[b]thiophen-4-yl)thiophen-2-yl)-3-oxopropanoate